4-(Cyclobutanecarbonyl)-N-((7-(5-(difluoromethyl)-1,3,4-oxadiazol-2-yl)imidazo[1,2-a]pyridin-2-yl)methyl)-N-phenylpiperazine-1-sulfonamide C1(CCC1)C(=O)N1CCN(CC1)S(=O)(=O)N(C1=CC=CC=C1)CC=1N=C2N(C=CC(=C2)C=2OC(=NN2)C(F)F)C1